CC=1C(=CC=2C(CCC(C2C1)(C)C)(C)C)C1(CC1)C1=NC=C(C=C1)C(=O)O 2-(1-(3,5,5,8,8-pentamethyl-5,6,7,8-tetrahydro-2-naphthyl)-cyclopropyl)-pyridine-5-carboxylic acid